4-methyl-5-(5-(4-(4-methylpiperazin-1-yl)phenyl)-1-propionyl-4,5-dihydro-1H-pyrazol-3-yl)thieno[2,3-b]pyridin-6(7H)-one CC=1C2=C(NC(C1C1=NN(C(C1)C1=CC=C(C=C1)N1CCN(CC1)C)C(CC)=O)=O)SC=C2